C(C)(C)C1CC=C(C(C1)CC=O)C (5-isopropyl-2-methyl-cyclohex-2-en-1-yl)acetaldehyde